FC1=CC=C(OC2=CC=C(C=N2)S(=O)(=O)N2[C@@H]([C@@H]3CC[C@H](C2)N3)C(=O)OCC)C=C1 (1s,2s,5r)-ethyl 3-((6-(4-fluorophenoxy) pyridin-3-yl) sulfonyl)-3,8-diazabicyclo[3.2.1]octane-2-carboxylate